4-(3-bromo-5-(4-morpholinobenzenesulfonyl)phenyl)morpholine BrC=1C=C(C=C(C1)S(=O)(=O)C1=CC=C(C=C1)N1CCOCC1)N1CCOCC1